FC=1C=C2CCCN(C2=CC1)C(=O)C=1N(C=CC1)C1=C(C#N)C(=CC(=N1)C(F)(F)F)C(F)(F)F 2-(2-(6-fluoro-1,2,3,4-tetrahydroquinoline-1-carbonyl)-1H-pyrrol-1-yl)-4,6-bis(trifluoromethyl)nicotinonitrile